C(C)(C)[Si]1(O[Si](OC[C@H]2[C@H](O1)C[C@@H](O2)N2C1=NC=NC(=C1N=C2)NC(C2=CC=CC=C2)=O)(C(C)C)C(C)C)C(C)C N-(9-((6aS,8R,9aR)-2,2,4,4-tetraisopropyltetrahydro-6H-furo[3,2-f][1,3,5,2,4]trioxadisilocin-8-yl)-9H-purin-6-yl)benzamide